C[C@H]1C[N+]=2C(CO1)=C(ON2)[O-] (S)-(S)-6-methyl-6,7-dihydro-4H-[1,2,3]oxadiazolo[4,3-c][1,4]oxazin-8-ium-3-olate